4-((4-(benzo[d]thiazol-7-yl)phenyl)amino)-N-(2-ethynyl-thiazol-4-yl)piperidine-1-carboxamide S1C=NC2=C1C(=CC=C2)C2=CC=C(C=C2)NC2CCN(CC2)C(=O)NC=2N=C(SC2)C#C